tert-butyl 8-((((9H-fluoren-9-yl)methoxy)carbonyl)amino)-3,4-dihydroisoquinoline-2(1H)-carboxylate C1=CC=CC=2C3=CC=CC=C3C(C12)COC(=O)NC=1C=CC=C2CCN(CC12)C(=O)OC(C)(C)C